COC1=CC2=C(C=C1C1=NN(C=C1)C)C=1N(N=C(C1O2)C(=O)OCC)C2=CSC=C2 ethyl 6-methoxy-7-(1-methylpyrazol-3-yl)-1-(3-thienyl)benzofuro[3,2-c]pyrazole-3-carboxylate